3-pentafluoropropyloxirane FC(CC(F)(F)F)(C1CO1)F